FC1=C(C=CC(=C1)F)N1N=NC(=C1)[C@H](CC)N1C=C(C2=C1N=CN=C2N)C=2C=NC(=C(C2)F)OC 7-{(1S)-1-[1-(2,4-difluorophenyl)-1H-1,2,3-triazol-4-yl]propyl}-5-(5-fluoro-6-methoxypyridin-3-yl)-7H-pyrrolo[2,3-d]pyrimidin-4-amine